ClC1=C(C=C(C=C1N1[C@H](CN(CC1)[C@@H]1CS(CC1)(=O)=O)C)C#N)NC1=NC=2N(C(=N1)NC1CC1)N=CC2C#N 2-((2-chloro-5-cyano-3-((S)-4-((S)-1,1-dioxidotetrahydrothiophen-3-yl)-2-methylpiperazin-1-yl)phenyl)amino)-4-(cyclopropylamino)pyrazolo[1,5-a][1,3,5]triazine-8-carbonitrile